N-[6-(4,4-difluoropiperidin-1-yl)-4-methylpyridin-2-yl]-5-(2-hydroxyethanesulfonyl)-7-{6-azaspiro[2.5]oct-6-yl}-[1,2,4]triazolo[1,5-a]pyridine-8-carboxamide FC1(CCN(CC1)C1=CC(=CC(=N1)NC(=O)C=1C=2N(C(=CC1N1CCC3(CC3)CC1)S(=O)(=O)CCO)N=CN2)C)F